(6S,7S)-7-Cyclopropylmethyl-6-(2,6-difluoro-4-((1-isobutylazetidin-3-yl)oxy)phenyl)-8-methyl-6,7,8,9-tetrahydro-3H-Pyrazolo[3,4-h]isochinolin C1(CC1)C[C@@H]1N(CC=2C3=C(C=CC2[C@H]1C1=C(C=C(C=C1F)OC1CN(C1)CC(C)C)F)NN=C3)C